FC([C@@H](C1=CC=C(C=C1)F)N1N=CC(=C1)C1=NC(=NC=C1)C1=CC=2N(C=C1)N=C(N2)N)(F)F |r| racemic-7-(4-(1-(2,2,2-trifluoro-1-(4-fluorophenyl)ethyl)-1H-pyrazol-4-yl)pyrimidin-2-yl)-[1,2,4]triazolo[1,5-a]pyridin-2-amine